COC1=C(C(=C(C=C1)N1CCOCC1)N)N 3-methoxy-6-morpholino-benzene-1,2-diamine